2-[4-(2-methoxyvinyl)phenyl]acetic acid COC=CC1=CC=C(C=C1)CC(=O)O